[Si](C)(C)(C(C)(C)C)OCC1CCN(CC1)C=1C(=CC2=C(N=C(O2)C2CCC(CC2)C(=O)OC)C1)[N+](=O)[O-] methyl 4-[5-[4-[[tert-butyl(dimethyl)silyl]oxymethyl]-1-piperidyl]-6-nitro-1,3-benzoxazol-2-yl]cyclohexanecarboxylate